4-(((3S,4S)-1-((2-chloro-4-(trifluoromethoxy)phenyl)sulfonyl)-4-hydroxy-4-(hydroxymethyl)pyrrolidin-3-yl)sulfonyl)-2-fluorobenzonitrile ClC1=C(C=CC(=C1)OC(F)(F)F)S(=O)(=O)N1C[C@@H]([C@](C1)(CO)O)S(=O)(=O)C1=CC(=C(C#N)C=C1)F